FC(C=1C(=C(C=CC1)[C@@H](C)NC1=NC(=NC2=CC=C(C=C12)C=1C=C(C(=NC1)OC)CC(=O)N(C)C)C)F)F (R)-2-(5-(4-((1-(3-(difluoromethyl)-2-fluorophenyl)ethyl)amino)-2-methylquinazolin-6-yl)-2-methoxypyridin-3-yl)-N,N-dimethylacetamide